9-oxo-3-azaspiro[5.5]Undec-10-ene-3-carboxylic acid O=C1CCC2(CCN(CC2)C(=O)O)C=C1